FC1=C(COC2=CC=3N(C=C2)N=C(C3C(=O)NC3(C(NCC3)=O)C(=O)OCC)C)C=CC=C1 ethyl 3-(5-((2-fluorobenzyl)oxy)-2-methylpyrazolo[1,5-a]pyridine-3-carboxamido)-2-oxopyrrolidine-3-carboxylate